Ethyl 2-carbonyl-2-((2,4,5-trifluorophenyl)amino)acetate C(=O)=C(C(=O)OCC)NC1=C(C=C(C(=C1)F)F)F